BrC=1C=C2C(N(C(C2=CC1)=O)CC1=CC=C(C=C1)OC)(C)C 5-bromo-2-(4-methoxybenzyl)-3,3-dimethylisoindolin-1-one